N-[4-fluoro-5-[1-(pyrrolidine-1-carbonyl)-3,6-dihydro-2H-pyridin-4-yl]-2-[rac-(3R,5S)-3,4,5-trimethylpiperazin-1-yl]phenyl]-6-oxo-4-(trifluoromethyl)-1H-pyridine-3-carboxamide FC1=CC(=C(C=C1C=1CCN(CC1)C(=O)N1CCCC1)NC(=O)C1=CNC(C=C1C(F)(F)F)=O)N1C[C@H](N([C@H](C1)C)C)C |r|